COC1=C2C(NC(=NC2=CC(=C1)OC)C1=CC(=C(OC(C(=O)O)CNC(CCCCCO[N+](=O)[O-])=O)C(=C1)C)C)=O 2-[4-(5,7-dimethoxy-4-oxo-3,4-dihydro-quinazolin-2-yl)-2,6-dimethyl-phenoxy]-3-(6-nitrooxy-hexanamido)-propionic acid